C1(=CC=CC=C1)P(C1=C(C=CC=C1)P(C1=CC=CC=C1)C1=CC=CC=C1)C1=CC=CC=C1 o-bis(diphenylphosphino)benzene